5-((tert-butoxycarbonyl)amino)-6,8-dihydro-1H-furo[3,4-d]pyrrolo[3,2-b]pyridine-2-carboxylic acid C(C)(C)(C)OC(=O)NC1=C2C(=C3C(=N1)C=C(N3)C(=O)O)COC2